(4-(5-((tert-butoxycarbonyl)amino)-6-methylpyridin-2-yl)-1-methyl-1H-pyrazol-5-yl)methyl isopentyl(methyl)carbamate C(CC(C)C)N(C(OCC1=C(C=NN1C)C1=NC(=C(C=C1)NC(=O)OC(C)(C)C)C)=O)C